C(CCCCCCCCCCC)SC(C(=O)[O-])C (dodecylthio)propionate